C1(=CC=CC=C1)C=1N=C(SC1OC1=CC(=NC=C1)NC1=NC=C(C(=O)OC)C=C1)C(F)(F)F Methyl 6-((4-((4-phenyl-2-(trifluoromethyl)thiazol-5-yl)oxy)pyridin-2-yl)amino)nicotinate